8-fluoro-2-{4-[(methylamino)methyl]phenyl}-1,3,4,5-tetrahydro-6H-azepino[5,4,3-cd]indol FC=1C=C2C=3C(=C(NC3C1)C1=CC=C(C=C1)CNC)CCNC2